N-[(1-propenylpiperidin-4-yl)methyl]-5-(4-phenoxyphenyl)pyrimidine-4,6-diamine C(=CC)N1CCC(CC1)CNC1=NC=NC(=C1C1=CC=C(C=C1)OC1=CC=CC=C1)N